N-methyl-6,9-dioxo-8-(2-oxo-2H-chromen-6-yl)-5-(4-(3-(trifluoromethyl)-3H-diazirin-3-yl)benzyl)-2,5,8-triazaspiro[3.5]-nonane-2-carboxamide CNC(=O)N1CC2(C1)N(C(CN(C2=O)C=2C=C1C=CC(OC1=CC2)=O)=O)CC2=CC=C(C=C2)C2(N=N2)C(F)(F)F